2-(2-(4-(3-methoxyphenyl)indoline-1-carbonyl)-6,7-dihydrothiazolo[5,4-c]pyridin-5(4H)-yl)acetic acid COC=1C=C(C=CC1)C1=C2CCN(C2=CC=C1)C(=O)C=1SC=2CN(CCC2N1)CC(=O)O